N-(2-cyano-4-(1-methyl-1H-pyrazol-4-yl)phenyl)-N-(trans-4-((5-cyanopyridin-2-yl)amino)cyclohexyl)acetamide C(#N)C1=C(C=CC(=C1)C=1C=NN(C1)C)N(C(C)=O)[C@@H]1CC[C@H](CC1)NC1=NC=C(C=C1)C#N